(S)-3-(3-(1-amino-2,3-dihydro-1H-inden-5-yl)-7-methoxy-5-(1H-pyrazol-1-yl)-3H-imidazo[4,5-b]pyridin-2-yl)pyridin-2-amine N[C@H]1CCC2=CC(=CC=C12)N1C(=NC=2C1=NC(=CC2OC)N2N=CC=C2)C=2C(=NC=CC2)N